FC1=C(C(=CC=C1)OC)C1=NC=CC2=C1CN(C2=O)C2=CC=C(C=C2)F 4-(2-fluoro-6-methoxyphenyl)-2-(4-fluorophenyl)-2,3-dihydro-1H-pyrrolo[3,4-c]pyridin-1-one